phospho-amine P(=O)(=O)N